N-((1R,2R)-2-Acrylamidocyclopentyl)-4-oxo-5-(6-phenoxypyridin-3-yl)-4,5-dihydro-3H-1-thia-3,5,8-triazaacenaphthylene-2-carboxamide C(C=C)(=O)N[C@H]1[C@@H](CCC1)NC(=O)C=1SC=2N=CC=C3N(C(NC1C23)=O)C=2C=NC(=CC2)OC2=CC=CC=C2